COC(=O)C1=CC=C(C=C1)NC1=NC=C2CCN(CC2=C1)C1=C(C2=C(OCCN2C(=O)OC(C)(C)C)N=C1)C tert-butyl 7-(7-{[4-(methoxycarbonyl)phenyl]amino}-1,2,3,4-tetrahydro-2,6-naphthyridin-2-yl)-8-methyl-1H,2H,3H-pyrido[2,3-b][1,4]oxazine-1-carboxylate